C1(CCCCC1)PC1=C(C(=CC=C1OC)OC)C1=C(C=C(C=C1C(C)C)C(C)C)C(C)C cyclohexylphosphino-3,6-dimethoxy-2',4',6'-triisopropyl-1,1'-biphenyl